epsilon-t-butoxycarbonyl-L-lysine C(C)(C)(C)OC(=O)C(CCC[C@H](N)C(=O)O)N